3,5-Dichloro-4-((6-isopropylaminopyrimidin-4-yl)oxy)aniline ClC=1C=C(N)C=C(C1OC1=NC=NC(=C1)NC(C)C)Cl